ClC=1C=C(C=CC1Cl)S(=O)(=O)NC=1C=C(C(=O)NC=2C(=NN(C2C)C)C)C=CC1 3-((3,4-dichlorophenyl)sulfonamido)-N-(1,3,5-trimethyl-1H-pyrazol-4-yl)benzamide